CN1C(N(C2=C1N=NC=1C=CC=CC21)C2CCOCC2)=O 3-methyl-1-(tetrahydro-2H-pyran-4-yl)-1H-imidazo[4,5-c]cinnolin-2(3H)-one